2,2-dimethyl-N-(2,2,2-trifluoroethyl)-2H-chromen-7-amine CC1(OC2=CC(=CC=C2C=C1)NCC(F)(F)F)C